8-((4-(((R)-1-(3-Bromophenyl)ethyl)amino)-6-methoxy-2-methylquinazolin-7-yl)oxy)-N-((5-(2,6-dioxopiperidin-3-yl)-4-oxo-5,6-dihydro-4H-thieno[3,4-c]pyrrol-1-yl)methyl)-octanamide BrC=1C=C(C=CC1)[C@@H](C)NC1=NC(=NC2=CC(=C(C=C12)OC)OCCCCCCCC(=O)NCC=1SC=C2C1CN(C2=O)C2C(NC(CC2)=O)=O)C